COC(=O)C1=C(N=NC(=C1C)C(F)(F)F)Cl 3-chloro-5-methyl-6-(trifluoromethyl)pyridazine-4-carboxylic acid methyl ester